dimethyl-bromo(2-vinylphenyl)silane C[Si](C1=C(C=CC=C1)C=C)(Br)C